O1C(=CC=C1)C=CC1=NC(=NC(=N1)C(Cl)(Cl)Cl)C(Cl)(Cl)Cl 2-[2-(2-furanyl)-vinyl]-4,6-bis(trichloromethyl)-s-triazine